CN(C(CC1=CN(C2=CC=CC(=C12)OC)C(=O)OC(C)(C)C)=O)C tert-Butyl 3-(2-(dimethylamino)-2-oxoethyl)-4-methoxy-1H-indole-1-carboxylate